[C@H](C)(CC)[C@@H]1N(CC2=C(NC1=O)C=NC=N2)C(=O)N (S)-7-((S)-sec-butyl)-6-oxo-5,6,7,9-tetrahydro-8H-pyrimido[5,4-e][1,4]diazepine-8-carboxamide